C(C)C1=C(C(NC(=C1)C)=O)CNC(=O)C=1C2=C(N=C(C1)C=1CC(NC(C1)(C)C)(C)C)N(N=C2)C(C)C N-((4-ethyl-6-methyl-2-oxo-1,2-dihydropyridin-3-yl)methyl)-1-isopropyl-6-(2,2,6,6-tetramethyl-1,2,3,6-tetrahydropyridin-4-yl)-1H-pyrazolo[3,4-b]pyridine-4-carboxamide